1-(4-fluorophenyl)-3-(3-(3-(pyrrolidin-1-yl)quinoxaline-6-carbonyl)phenyl)urea FC1=CC=C(C=C1)NC(=O)NC1=CC(=CC=C1)C(=O)C=1C=C2N=C(C=NC2=CC1)N1CCCC1